tert-butyl 4-[4-[3-cyano-4-[6-[4-(isopropylcarbamoyl)-4-methyl-1-piperidyl]-3-pyridyl] pyrazolo[1,5-a]pyridin-6-yl]phenyl]piperazine-1-carboxylate C(#N)C=1C=NN2C1C(=CC(=C2)C2=CC=C(C=C2)N2CCN(CC2)C(=O)OC(C)(C)C)C=2C=NC(=CC2)N2CCC(CC2)(C)C(NC(C)C)=O